CC1=NC=CC(=C1)C=1C=CC=2N(C1)C=C(N2)NC(=O)C2CC21CC1 N-(6-(2-methylpyridin-4-yl)imidazo[1,2-a]pyridin-2-yl)spiro[2.2]pentane-1-carboxamide